C(C)C=1C(=NC(=NC1)N)N ETHYLPYRIMIDINE-2,4-DIAMINE